C1C2=C1C3=CC=CC=C3C=C2 methanonaphthalene